6,6'-dithio-dihexyl alcohol C(CCCCCSSCCCCCCO)O